(S)-quinuclidin-3-yl (2,2-dimethyl-6-(2-(trifluoromethyl)pyridin-4-yl)-1,2,3,4-tetrahydronaphthalen-1-yl)carbamate CC1(C(C2=CC=C(C=C2CC1)C1=CC(=NC=C1)C(F)(F)F)NC(O[C@@H]1CN2CCC1CC2)=O)C